CN1CCN(C(C2=C1N=C(C=C2)C(F)(F)F)=O)CC2=CC=C(C=C2)O[C@@H](CCNC)C=2SC=CC2 (S)-1-methyl-4-(4-(3-(methylamino)-1-(thiophen-2-yl)propoxy)benzyl)-8-(trifluoromethyl)-1,2,3,4-tetrahydro-5H-pyrido[2,3-e][1,4]diazepin-5-one